C(C)(C)N1C2=NC(=NC(=C2N=C1)N[C@@H]1CN([C@H](C1)C)S(=O)(=O)C)N[C@@H](CO)C(C)C (R)-2-((9-isopropyl-6-(((3S,5S)-5-methyl-1-(methylsulfonyl)-pyrrolidin-3-yl)amino)-9H-purin-2-yl)amino)-3-methylbutan-1-ol